(3R,4S)-1-(6-ethyl-8-fluoro-4-methyl-3-(1-methyl-1H-pyrazol-3-yl)quinolin-2-yl)-3-fluoro-N-((R)-tetrahydrofuran-3-yl)piperidin-4-amine C(C)C=1C=C2C(=C(C(=NC2=C(C1)F)N1C[C@H]([C@H](CC1)N[C@H]1COCC1)F)C1=NN(C=C1)C)C